(Dimethylamino)Silane CN(C)[SiH3]